[2-(4-tert-butyl-5-chloro-2-methyl-phenyl)-4-oxo-1H-1,6-naphthyridin-5-yl]urea C(C)(C)(C)C1=CC(=C(C=C1Cl)C=1NC2=CC=NC(=C2C(C1)=O)NC(=O)N)C